C(C)N(C1=CC(=CC(=C1)I)N1C=CC2=CC=CC=C12)CC N,N-diethyl-3-(1H-indol-1-yl)-5-iodoaniline